5-(2-chloro-5-methoxyphenyl)-6-(2,6-difluorophenyl)-3,4-dihydropyridin-2(1H)-one ClC1=C(C=C(C=C1)OC)C=1CCC(NC1C1=C(C=CC=C1F)F)=O